COC=1C=CC=2C3=C(C=NC2N1)COC(N3CC3CCN(CC3)S(=O)(=O)NC(OC(C)(C)C)=O)=O tert-butyl ((4-((8-methoxy-2-oxo-2H-[1,3]oxazino[5,4-c][1,8]naphthyridin-1(4H)-yl)methyl)piperidine-1-yl)sulfonyl)carbamate